COC1=CC(=CC(=C1O)O)C2=C(C(=O)C3=C(C=C(C=C3O2)O)O)O The molecule is a monomethoxyflavone that is the 3'-O-methyl derivative of myricetin. It has a role as a metabolite. It is a pentahydroxyflavone, a monomethoxyflavone, a member of 3'-methoxyflavones and a 5'-hydroxy-3'-methoxyflavone. It derives from a myricetin. It is a conjugate acid of a laricitrin(1-).